FC=1C=C(C=CC1F)C1=CC(=C(C=C1)C(=O)O)N1C(C2=CC(=CC=C2C1)C=1N=NNC1CO)=O 3',4'-difluoro-3-(6-(5-(hydroxymethyl)-1H-1,2,3-triazol-4-yl)-1-oxoisoindolin-2-yl)biphenyl-4-carboxylic acid